C(\C=C\C(=O)O)(=O)O.COC(CN(CCC[C@H](C(C)C)N1CC2(C1)CN(CC2)C=2N=CN=NC2OC2=C(C(=O)N(C(C)C)CC)C=C(C=C2)F)C)OC (R)-2-((5-(2-(6-((2,2-Dimethoxyethyl)(methyl)amino)-2-methylhexan-3-yl)-2,6-diazaspiro[3.4]oct-6-yl)-1,2,4-triazin-6-yl)oxy)-N-ethyl-5-fluoro-N-isopropylbenzamide fumarate